(R)-1-(2-ethynyl-thiazol-4-yl)-3-(2-hydroxy-1-(6-(pyrrolidin-1-yl)-[2,3'-bipyridyl]-6'-yl)-ethyl)-urea C(#C)C=1SC=C(N1)NC(=O)N[C@@H](CO)C1=CC=C(C=N1)C1=NC(=CC=C1)N1CCCC1